ethyl (S)-3-(3-(4-hydroxy-1-methyl-2-oxo-1,2-dihydropyridin-3-yl)ureido)-3-(5-methoxy biphenyl-3-yl)propanoate OC1=C(C(N(C=C1)C)=O)NC(N[C@@H](CC(=O)OCC)C=1C=C(C=C(C1)OC)C1=CC=CC=C1)=O